4-amino-5-(4-(methoxy-d3)phenyl)-7-methyl-7H-pyrrolo[2,3-d]pyrimidin NC=1C2=C(N=CN1)N(C=C2C2=CC=C(C=C2)OC([2H])([2H])[2H])C